2-[[9,10-dihydro-4-(methylamino)-9,10-dioxo-1-anthracenyl]amino]-5-methyl-benzenesulfonic acid, monosodium salt [Na+].CNC1=CC=C(C=2C(C3=CC=CC=C3C(C12)=O)=O)NC1=C(C=C(C=C1)C)S(=O)(=O)[O-]